C(C)(C)(C)OC(=O)N1C(CCC1)=C(F)F (difluoromethylene)pyrrolidine-1-carboxylic acid tert-butyl ester